CC1=CSC=2NC(OC(C21)=O)=O 5-methyl-2H-thieno[2,3-d][1,3]oxazine-2,4(1H)-dione